4-(trifluoromethyl)-6-(2-(trimethylsilyl)ethoxy)nicotinamide FC(C1=CC(=NC=C1C(=O)N)OCC[Si](C)(C)C)(F)F